ClC1=NC=C(C=C1C(=O)NC1(CC1)C#N)C=1C=NN(C1)C=1N(N=C(C1OC(F)F)C(C(F)(F)F)(C(F)(F)F)F)C 2-chloro-N-(1-cyanocyclopropyl)-5-[1-[4-(difluoromethoxy)-2-methyl-5-[1,2,2,2-tetrafluoro-1-(trifluoromethyl)ethyl]pyrazol-3-yl]pyrazol-4-yl]pyridine-3-carboxamide